CC1=C(C=CC=C1C1=NN2C(C=CC(=C2)CNCCO)=N1)C1=CC=CC=C1 2-({[2-(2-Methylbiphenyl-3-yl)[1,2,4]triazolo[1,5-a]pyridin-6-yl]methyl}amino)ethanol